ClC=1SC(=C(N1)C(C(=O)OCC)(F)F)Cl ethyl (2,5-dichloro-1,3-thiazol-4-yl)(difluoro)acetate